3-chloro-5-(2-(4-((2-(4-(1-(pyrrolidin-3-yl)azetidin-3-yl)piperazin-1-yl)pyrimidin-4-yl)methoxy)phenyl)propan-2-yl)benzonitrile trifluoroacetate FC(C(=O)O)(F)F.ClC=1C=C(C#N)C=C(C1)C(C)(C)C1=CC=C(C=C1)OCC1=NC(=NC=C1)N1CCN(CC1)C1CN(C1)C1CNCC1